(Z)-N-(2-amino-2-oxoethyl)-3-chloro-N-(3-chloro-5-(1-phenyl-1H-pyrazol-4-yl)benzyl)acrylamide NC(CN(C(\C=C/Cl)=O)CC1=CC(=CC(=C1)C=1C=NN(C1)C1=CC=CC=C1)Cl)=O